6-amino-3-(4-(trifluoromethyl)benzyl)-6,7-dihydropyrazolo[1,5-a]pyrimidine-4(5H)-carboxylic acid tert-butyl ester C(C)(C)(C)OC(=O)N1C=2N(CC(C1)N)N=CC2CC2=CC=C(C=C2)C(F)(F)F